C(C)(C)(C)OC(=O)NCC=1C=C(C(=O)O)C=CN1 2-(((tert-butoxycarbonyl)amino)methyl)isonicotinic acid